C(C)(=O)OC[C@H]1O[C@H]([C@@H](C1)OC(C)=O)N1C2=NC(=NC=C2N(C1=O)CC1=CC(=CC=C1)Cl)N ((2S,4R,5R)-4-acetoxy-5-(2-amino-7-(3-chlorobenzyl)-8-oxo-7,8-dihydro-9H-purin-9-yl) tetrahydrofuran-2-yl)methyl acetate